((((2R,3S,4R,5R)-5-(6-chloro-4-((3-chlorobenzyl)oxy)-1H-pyrazolo[3,4-d]pyrimidin-1-yl)-3,4-dihydroxytetrahydrofuran-2-yl)methoxy)methyl)phosphonic acid ClC1=NC(=C2C(=N1)N(N=C2)[C@H]2[C@@H]([C@@H]([C@H](O2)COCP(O)(O)=O)O)O)OCC2=CC(=CC=C2)Cl